C1(CC1)N1N=CC(=C1)C(=O)N1CC2(C1)CC(C2)N(C=2C1=C(N=CN2)NC=C1)C (1-Cyclopropyl-1H-pyrazol-4-yl)-{6-[methyl-(7H-pyrrolo[2,3-d]pyrimidin-4-yl)-amino]-2-aza-spiro[3.3]hept-2-yl}-methanone